3'-chloro-N-(6-(3-cyanocyclobutyl)thiazolo[4,5-b]pyrazin-2-yl)-2'-cyclopropyl-5'-methoxy-6-methyl-[4,4'-bipyridine]-3-carboxamide ClC=1C(=NC=C(C1C1=C(C=NC(=C1)C)C(=O)NC=1SC=2C(=NC=C(N2)C2CC(C2)C#N)N1)OC)C1CC1